C(C)(C)(C)OC(C(C)(C)Br)=O t-butyl-α-bromoisobutyrate